C1=C(C=CC2=CC=CC=C12)S(=O)(=O)N1CCOCC1 4-(2-naphthylsulfonyl)morpholin